ClC=1C=C(N)C=CC1N1CCC(CC1)C 3-chloro-4-(4-methylpiperidin-1-yl)aniline